4-(4-methyl-3-pentenyl)-2(5H)-thiophenone CC(=CCCC1=CC(SC1)=O)C